(S)-2-(diphenyl-((trimethylsilyl)oxy)methyl)pyrrolidine 2-(((S)-1-(((S)-1,1-diphenylpropan-2-yl)amino)-1-oxopropan-2-yl)carbamoyl)-4-methoxypyridin-3-yl-butyrate C1(=CC=CC=C1)C([C@H](C)NC([C@H](C)NC(=O)C1=NC=CC(=C1OC(CCC)=O)OC)=O)C1=CC=CC=C1.C1(=CC=CC=C1)C([C@H]1NCCC1)(O[Si](C)(C)C)C1=CC=CC=C1